(1R)-1-{5-[2-methyl-5-(trifluoromethyl)phenyl]-1,2,4-oxadiazol-3-yl}-6-azaspiro[2.5]octane-6-sulfonamide CC1=C(C=C(C=C1)C(F)(F)F)C1=NC(=NO1)[C@@H]1CC12CCN(CC2)S(=O)(=O)N